methyl (S)-3-(8-nitro-6-(2-chlorophenyl)-1-((3-(dimethylamino)propyl)thio)-4H-benzo[f][1,2,4]triazolo[4,3-a][1,4]diazepin-4-yl)propionate [N+](=O)([O-])C=1C=CC2=C(C(=N[C@H](C=3N2C(=NN3)SCCCN(C)C)CCC(=O)OC)C3=C(C=CC=C3)Cl)C1